C(C(CC(=O)[O-])C(=O)OO)C(=O)[O-].[Mg+2] magnesium 2-hydroxy propane-1,2,3-tricarboxylate